[Cl-].[Cl-].C1(=C(C=CC=C1)P(C1=C(C=CC=C1)C)C1=C(C=CC=C1)C)C.[Pd+2] palladium (II) tri(o-tolyl)phosphine dichloride